alanyl-thiazole N[C@@H](C)C(=O)C=1SC=CN1